CC1=C(NC=C1)C(=O)O 3-methyl-1H-pyrrole-2-carboxylic acid